(2R)-2-Methyl-1-{7-methyl-2-[3-(4-trifluoromethanesulfonylphenyl)-1H-pyrazolo[3,4-b]pyridin-5-yl]-6,7,8,9-tetrahydro-5H-benzo[7]annulen-7-yl}pyrrolidine C[C@H]1N(CCC1)C1(CCC2=C(CC1)C=C(C=C2)C=2C=C1C(=NC2)NN=C1C1=CC=C(C=C1)S(=O)(=O)C(F)(F)F)C